C1(CC1)C(=O)C=1C(OC2=C(C(=CC=C2C1)O)O)=O 3-(Cyclopropylcarbonyl)-7,8-dihydroxy-2H-chromen-2-one